N1C=C(C2=CC=CC=C12)C=1C(N[C@@H]([C@H](N1)C1=CC=CC=C1)C1=CC=CC=C1)=O (5R,6R)-3-(1H-indol-3-yl)-5,6-diphenyl-5,6-dihydropyrazin-2(1H)-one